(2-(N,N-dimethylamino)ethoxy)propyl-pentamethyldisiloxane CN(C)CCOCCC[Si](O[Si](C)(C)C)(C)C